2-((1r,4r)-4-(2-(1-(2-hydroxy-2-methylpropyl)-1H-pyrazol-4-yl)imidazo[4,5-d]Pyrrolo[2,3-b]Pyridin-1(6H)-yl)cyclohexyl)acetonitrile OC(CN1N=CC(=C1)C1=NC=2C(=C3C(=NC2)NC=C3)N1C1CCC(CC1)CC#N)(C)C